BrC=1C(=NC=CC1C)S 3-Bromo-4-methylpyridine-2-thiol